S1C(=CC=2C1=CN=CC2)C2CCN(CC2)C(=O)OC(C)(C)C tert-butyl 4-(thieno[2,3-c]pyridin-2-yl)piperidine-1-carboxylate